tert-butyl (4aR,7aR)-6-(4-(5-methyl-7H-pyrrolo[2,3-d]pyrimidin-4-yl)-3,4-dihydro-2H-1,4-thiazine-6-carbonyl)octahydro-1H-pyrrolo[3,4-b]pyridine-1-carboxylate CC1=CNC=2N=CN=C(C21)N2CCSC(=C2)C(=O)N2C[C@@H]1N(CCC[C@@H]1C2)C(=O)OC(C)(C)C